C(CCCCCCC)[SiH](C1=CC=CC=C1)CCCC1=CC=CC=C1 n-octyl-(3-phenylpropyl)phenylsilane